1-(4-Bromobenzyl) 2-methyl (2S,4R)-4-(trifluoromethoxy)pyrrolidine-1,2-dicarboxylate FC(O[C@@H]1C[C@H](N(C1)C(=O)OCC1=CC=C(C=C1)Br)C(=O)OC)(F)F